5-benzoylamino-3-(1-isobutyl-1,2,3,6-tetrahydropyridin-4-yl)-1H-indole C(C1=CC=CC=C1)(=O)NC=1C=C2C(=CNC2=CC1)C=1CCN(CC1)CC(C)C